FC(CC)(F)C1=CC=C(C=N1)C1=C(C(=O)OC)C=C(C=C1)NC(=O)C1(CC1)C1=C(C=C(C=C1)OC(F)(F)F)F Methyl 2-[6-(1,1-difluoropropyl) pyridin-3-yl]-5-[({1-[2-fluoro-4-(trifluoromethoxy) phenyl] cyclopropyl} carbonyl) amino]benzoate